ClC=1C(=NC(=NC1)NC1=CC(=CC(=C1)CN1C[C@H](N[C@H](C1)C)C)C1CC1)C1=CNC2=C(C(=CC=C12)C)O 3-(5-chloro-2-((3-cyclopropyl-5-(((3R,5S)-3,5-dimethylpiperazine-1-yl)methyl)phenyl)amino)pyrimidine-4-yl)-6-methyl-1H-indol-7-ol